tert-butyl 4-(2-imino-7-methylsulfanyl-1,4-dihydropyrimido[4,5-d]pyrimidin-3-yl)-3,4-dihydro-2H-quinoline-1-carboxylate N=C1N(CC=2C(=NC(=NC2)SC)N1)C1CCN(C2=CC=CC=C12)C(=O)OC(C)(C)C